C1(CC1)C1=NC=NC(=C1C=1N=C(C2=C(N1)NC=C2C#N)OCC2=CC=C(C=C2)C=2N(C=C(N2)C(F)(F)F)C2CC2)OC 2-(4-cyclopropyl-6-methoxy-pyrimidin-5-yl)-4-[[4-[1-cyclopropyl-4-(trifluoromethyl)imidazol-2-yl]phenyl]methoxy]-7H-pyrrolo[2,3-d]pyrimidine-5-carbonitrile